dinaphthylanthracene-d14 N-[[2-[[4-methoxy-3-[(6-methoxyindan-5-yl)sulfonylamino]-1,2-benzoxazol-6-yl]oxy]thiazol-5-yl]methyl]carbamate COC1=CC(=CC2=C1C(=NO2)NS(=O)(=O)C=2C=C1CCCC1=CC2OC)OC=2SC(=CN2)CNC(O)=O.C2(=CC=CC1=CC=CC=C21)C2=C(C(C1(C(C3(C(C(C(C(C3=CC1=C2)([2H])[2H])([2H])[2H])([2H])[2H])([2H])[2H])[2H])([2H])[2H])[2H])([2H])[2H])C2=CC=CC1=CC=CC=C21